ethyl (3-methyl-5-methylenedecyl) oxalate C(C(=O)OCCC(CC(CCCCC)=C)C)(=O)OCC